NC1=NC(=NC=C1)N1C[C@H]([C@H](CC1)OCCOC)O rac-(cis)-1-(4-aminopyrimidin-2-yl)-4-(2-methoxyethoxy)piperidin-3-ol